3-bromo-2-chloro-5-iodopyridine BrC=1C(=NC=C(C1)I)Cl